1,3-propanediol bis(1,2,2,2-tetrafluoroethanesulfonate) FC(C(F)(F)F)S(=O)(=O)OCCCOS(=O)(=O)C(C(F)(F)F)F